COC1=CC=C(C2=C1NC(=N2)[NH-])C2CCOCC2 [7-methoxy-4-(tetrahydropyran-4-yl)-1H-benzoimidazol-2-yl]-amid